N-(1-(tetrahydro-2H-pyran-2-yl)-1H-pyrazolo[4,3-c]pyridin-6-yl)acetamide O1C(CCCC1)N1N=CC=2C=NC(=CC21)NC(C)=O